ClC=1C(=C(C=CC1)[C@@H]1N(OCC1)C1=CC(=NC=N1)NC=1C(=CC(=C(C1)NC(C=C)=O)N1CCC(CC1)N1CCN(CCC1)C1CC1)OC)F N-(5-((6-((R)-3-(3-chloro-2-fluorophenyl)isoxazolidine-2-yl)pyrimidine-4-yl)amino)-2-(4-(4-cyclopropyl-1,4-diazepane-1-yl)piperidine-1-yl)-4-methoxyphenyl)acrylamide